1,4-Bis-(amino-methyl)cyclohexan NCC1CCC(CC1)CN